5-(hydroxy(methyl)amino)valeronitrile ON(CCCCC#N)C